2-(2'-hydroxy-3'-tertiary butyl-5'-methylphenyl)-benzotriazole OC1=C(C=C(C=C1C(C)(C)C)C)N1N=C2C(=N1)C=CC=C2